trans-N-(trans-4-((4-(3-cyclopropylphenyl)-5-fluoropyrimidin-2-yl)amino)cyclohexyl)-4-(4-(4-((2,6-dioxopiperidin-3-yl)amino)-2-fluorophenyl)piperazin-1-yl)cyclohexane-1-carboxamide C1(CC1)C=1C=C(C=CC1)C1=NC(=NC=C1F)N[C@@H]1CC[C@H](CC1)NC(=O)[C@@H]1CC[C@H](CC1)N1CCN(CC1)C1=C(C=C(C=C1)NC1C(NC(CC1)=O)=O)F